(1S,2S)-N-(2-(5-fluoro-2,4-dimethoxypyridin-3-yl)-1-methyl-1H-pyrrolo[2,3-c]pyridin-5-yl)-2-((4-methylpiperazin-1-yl)methyl)cyclopropane-1-carboxamide FC=1C(=C(C(=NC1)OC)C1=CC=2C(=CN=C(C2)NC(=O)[C@@H]2[C@H](C2)CN2CCN(CC2)C)N1C)OC